CN1CCN(CC1)CC1=C2C(=NC=3C=CC=CC13)C1=CC3=C(C(N1C2)=O)COC(C3)=O 11-((4-methylpiperazin-1-yl)methyl)-1,12-dihydro-14H-pyrano[3',4':6,7]indolizino[1,2-b]quinoline-3,14(4H)-dione